F[C@@H]1N(CC[C@@H]1NC(=O)NC1=CC=C(C=C1)OC(F)(F)F)C(CC)=O 1-((2S,3S)-2-fluoro-1-propionylpyrrolidin-3-yl)-3-(4-(trifluoromethoxy)phenyl)urea